CC(=C)[C@@H]1CC[C@]2([C@H]1[C@H]3CC[C@H]4[C@]([C@@]3(CC2)C)(CC[C@@H]5[C@@]4(C[C@H]([C@@H]([C@@]5(C)CO)O)O)C)C)C(=O)O 2α,3β,23-trihydroxylup-20(29)-en-28-oic acid